2-((2S,3S,4S)-2-(Aminomethyl)-5-chloro-3-hydroxy-2-(2-methoxypyridin-3-yl)-2,3-dihydro-benzofuran-4-yl)-3-fluoro-4-methoxybenzamide NC[C@@]1(OC2=C([C@@H]1O)C(=C(C=C2)Cl)C2=C(C(=O)N)C=CC(=C2F)OC)C=2C(=NC=CC2)OC